ClC=1C=NC(=NC1)N1CCC(CC1)CCCOC1=CC(=C(C=C1)CC(=O)N1C2CN(C(C1)CC2)C(CCCCS(=O)(=O)O)=O)F 5-(5-(2-(4-(3-(1-(5-chloropyrimidin-2-yl)piperidin-4-yl)propoxy)-2-fluorophenyl)acetyl)-2,5-diazabicyclo[2.2.2]octan-2-yl)-5-oxopentane-1-sulfonic acid